6-[(2R)-2-(3-fluorophenyl)pyrrolidin-1-yl]-3-(6-fluoro-2-pyridyl)imidazo[1,2-b]pyridazine FC=1C=C(C=CC1)[C@@H]1N(CCC1)C=1C=CC=2N(N1)C(=CN2)C2=NC(=CC=C2)F